4-((5-(4-methoxyphenyl)-1H-pyrazol-3-yl)amino)benzoic acid COC1=CC=C(C=C1)C1=CC(=NN1)NC1=CC=C(C(=O)O)C=C1